C(C)(C)(C)OC(=O)N1CC(CC1)=C 1-tert-butoxycarbonyl-3-methylenepyrrolidine